ethyl 2-[2-(3-[[(tert-butyldimethylsilyl)oxy]methyl]thiomorpholine-4-carbonyl)phenyl]acetate [Si](C)(C)(C(C)(C)C)OCC1N(CCSC1)C(=O)C1=C(C=CC=C1)CC(=O)OCC